1-(4-((2-(dimethylamino)ethyl)amino)-6-methylpyrimidin-2-yl)-3-(isoquinolin-6-yl)urea CN(CCNC1=NC(=NC(=C1)C)NC(=O)NC=1C=C2C=CN=CC2=CC1)C